6-(9-diphenylphosphino-1,10-phenanthrolin-2-yl)-9-methoxybenzofuro[3,2-b]pyridine C1(=CC=CC=C1)P(C=1C=CC2=CC=C3C=CC(=NC3=C2N1)C1=CC=C(C2=C1OC=1C2=NC=CC1)OC)C1=CC=CC=C1